(2S,8S)-ethyl 3-((2-bromo-5-fluoro-6-(thiophen-2-yl)pyrimidin-4-yl)amino)bicyclo[2.2.2]octane-2-carboxylate BrC1=NC(=C(C(=N1)NC1[C@H](C2CCC1CC2)C(=O)OCC)F)C=2SC=CC2